(3S)-3-((2S)-2-(((2-(3-chlorophenyl)-2,2-difluoro-1-phenylethoxy)carbonyl)amino)-5,5-difluoropentanamido)-1-(cyclopropylamino)-1-oxo-4-((S)-2-oxopyrrolidin-3-yl)butan-2-yl acetate C(C)(=O)OC(C(=O)NC1CC1)[C@H](C[C@H]1C(NCC1)=O)NC([C@H](CCC(F)F)NC(=O)OC(C(F)(F)C1=CC(=CC=C1)Cl)C1=CC=CC=C1)=O